5-oxaspiro[2.5]octane-1-carboxylic acid C1(CC12COCCC2)C(=O)O